CN1C=C(C=2C1=NC=CC2)C(=O)O 1-Methyl-1H-pyrrolo[2,3-b]pyridine-3-carboxylic Acid